CC=1C=CC(=C2C(=CC(=NC12)C=1SC2=C(C1C)C=CC=C2)C(=O)O)O[C@@H](C)C2=CC=CC=C2 8-methyl-2-(3-methyl-1-benzothien-2-yl)-5-[(1S)-1-phenylethoxy]quinoline-4-carboxylic acid